[(2'S,7R)-2'-methyl-1'-prop-2-ynyl-2-(trifluoromethyl)spiro[4,5-dihydrothieno[2,3-c]pyran-7,4'-piperidine]-3-yl]methanol C[C@@H]1N(CC[C@]2(C1)OCCC1=C2SC(=C1CO)C(F)(F)F)CC#C